ClC1=C(C=CC=C1)C1=CC(OC2=CC(=CC=C12)O[C@@H](C(=O)N1C[C@H](CCC1)CC(=O)O)C)=O 2-[(3R)-1-[(2R)-2-[4-(2-chlorophenyl)-2-oxo-chromen-7-yl]oxypropanoyl]-3-piperidyl]acetic acid